tert-butyl 7,7-difluoro-3,9-diazaspiro[5.5]undecane-3-carboxylate FC1(C2(CCN(CC2)C(=O)OC(C)(C)C)CCNC1)F